C(CCCCCCCCCCCCC)(=O)OCC(O)CO glyceryl monomyristoate